9,9',9'',9'''-(4-cyano-6-(2,6-dimethylpyridin-3-yl)benzene-1,2,3,5-tetrayl)tetrakis(9H-carbazole-3-carbonitrile) C(#N)C1=C(C(=C(C(=C1N1C2=CC=CC=C2C=2C=C(C=CC12)C#N)C=1C(=NC(=CC1)C)C)N1C2=CC=CC=C2C=2C=C(C=CC12)C#N)N1C2=CC=CC=C2C=2C=C(C=CC12)C#N)N1C2=CC=CC=C2C=2C=C(C=CC12)C#N